BrC=1C=NC(=NC1)CO[Si](C)(C)C(C)(C)C 5-bromo-2-(((tert-butyldimethylsilyl)oxy)methyl)pyrimidine